hafnium dibutoxide [O-]CCCC.[O-]CCCC.[Hf+2]